N=1C=NN2C1C=C(C=C2)OC2=C(C=C(C=C2)NC2=NC=NC1=CC=C(C(=C21)OC[C@@H]2N(CCC(C2)(F)F)C)OC)C (R)-N-(4-([1,2,4]triazolo[1,5-a]pyridin-7-yloxy)-3-methylphenyl)-5-((4,4-difluoro-1-methylpiperidin-2-yl)methoxy)-6-methoxyquinazolin-4-amine